C(C)(C)N[P@](OC1C2=CC=CC=C2C=2C=CC=CC12)(=O)C1=CC=CC=C1 9H-Fluoren-9-yl (S)-N-isopropyl-P-phenylphosphonamidate